CC(CCC(=O)O)(CCC)C 4,4-dimethylheptanoic acid